C1(=CC=CC=C1)C=1C=CC=2N(C3=CC=C(C=C3C2C1)C1=CC=CC=C1)C1=C(C#N)C(=C(C(=C1N1C2=CC=C(C=C2C=2C=C(C=CC12)C1=CC=CC=C1)C1=CC=CC=C1)C#N)N1C2=CC=C(C=C2C=2C=C(C=CC12)C1=CC=CC=C1)C1=CC=CC=C1)N1C2=CC=C(C=C2C=2C=C(C=CC12)C1=CC=CC=C1)C1=CC=CC=C1 2,3,5,6-tetrakis(3,6-diphenyl-9-carbazolyl)-terephthalonitrile